Cl.Cl.N1(C=NC=C1)C=1C=C(C(=O)NC2CC(NCC2)C)C=CC1 3-(1H-imidazol-1-yl)-N-(2-methylpiperidin-4-yl)benzamide dihydrochloride